2-[[2-amino-6-(3-methylimidazo[1,5-a]pyridin-6-yl)pyrimidin-4-yl]amino]-3-(2,3-dichlorophenyl)propanamide NC1=NC(=CC(=N1)NC(C(=O)N)CC1=C(C(=CC=C1)Cl)Cl)C=1C=CC=2N(C1)C(=NC2)C